N1=C(C=CC=C1)C1=C(C=CC=C1)O 2-(pyridin-2-yl)phenol